CC1=C2C=NNC2=CC=C1B(O)O (4-methyl-1H-indazol-5-yl)boronic acid